(E)-4-(3-((2-chlorobenzyl) amino)-3-oxoprop-1-en-1-yl)-2-methoxyphenyl isobutyrate C(C(C)C)(=O)OC1=C(C=C(C=C1)\C=C\C(=O)NCC1=C(C=CC=C1)Cl)OC